CC1(CN(C1)C(C)C)C(=O)/N=C\1/N(C=CC=C1)C 3-Methyl-N-[(2E)-1-methylpyridin-2(1H)-ylidene]-1-(propan-2-yl)azetidine-3-carboxamide